3,3-dimethyl-7-morpholino-6-nitro-3,4-dihydro-2H-benzo[b][1,4]thiazine 1,1-dioxide CC1(NC2=C(S(C1)(=O)=O)C=C(C(=C2)[N+](=O)[O-])N2CCOCC2)C